1-(9H-fluoren-9-yl)-4-methyl-3-oxo-2,7,10,13,16-pentaoxa-4-aza-nonadecane C1=CC=CC=2C3=CC=CC=C3C(C12)COC(N(CCOCCOCCOCCOCCC)C)=O